CC=1C=CC=2N(C3=CC=C(C=C3C2C1)C)C1=CC=C(C=C1)C=1C(=CC(=C(C1C1=NC(=NC(=C1)C1=CC=CC=C1)C1=CC=CC=C1)C1=CC=C(C=C1)N1C2=CC=C(C=C2C=2C=C(C=CC12)C)C)C#N)C1=CC=C(C=C1)N1C2=CC=C(C=C2C=2C=C(C=CC12)C)C 4,4''-bis(3,6-dimethyl-9H-carbazol-9-yl)-5'-(4-(3,6-dimethyl-9H-carbazol-9-yl)phenyl)-6'-(2,6-diphenylpyrimidin-4-yl)-[1,1':2',1''-terphenyl]-4'-carbonitrile